BrC=1C=C(C(=C(C(=O)O)C1)OC)OC 5-bromo-2,3-dimethoxy-benzoic acid